NCCOCCOCCOC=1C=C(C(=O)C=2N=C(SC2)[C@H]2N(CCC2)C([C@H](C2CCCCC2)NC([C@H](C)N(C(OCC2=CC=CC=C2)=O)C)=O)=O)C=CC1 2-benzyl ((S)-1-(((S)-2-((S)-2-(4-(3-(2-(2-(2-aminoethoxy)ethoxy)ethoxy)benzoyl)thiazol-2-yl)pyrrolidin-1-yl)-1-cyclohexyl-2-oxoethyl)amino)-1-oxopropan-2-yl)(methyl)carbamate